NC=1C2=C(N=CN1)N(C=C2C2=CC(=C(C=C2)NC(=O)NC2=CC(=NO2)C2(CC2)C(F)(F)F)F)C2=CC=NC=C2 1-(4-(4-AMINO-7-(PYRIDIN-4-YL)-7H-PYRROLO[2,3-D]PYRIMIDIN-5-YL)-2-FLUOROPHENYL)-3-(3-(1-(TRIFLUOROMETHYL)CYCLOPROPYL)ISOXAZOL-5-YL)UREA